C(CCCCC)C(=O)[O-] n-hexane-1-carboxylate